4-(4-fluorophenyl)-1-(6-(1-methyl-1H-pyrazol-4-yl)pyrazin-2-yl)piperidin-4-ylAlcohol FC1=CC=C(C=C1)C1(CCN(CC1)C1=NC(=CN=C1)C=1C=NN(C1)C)O